OC1=C(C=CC(=C1)O)C(\C=C\C1=CC(=C(C=C1)OC)COC1=CC(=C(C=C1)[N+](=O)[O-])C)=O (E)-1-(2,4-Dihydroxyphenyl)-3-[4-methoxy-3-[(3-methyl-4-nitrophenoxy)methyl]phenyl]prop-2-en-1-one